C1(CCCCCC1)[C@@H](C(=O)NC1=CC=C(C=C1)C=1N(C=NC1C)C)NC(=O)C=1N(N=CC1)C N-[(1S)-1-cycloheptyl-2-[4-(3,5-dimethylimidazol-4-yl)anilino]-2-oxo-ethyl]-2-methyl-pyrazole-3-carboxamide